C1(=CC=CC=C1)C1(NN(C(=C1)C1=CC=CC=C1)CN1N=CC=C1)CCCCCCCCCCCCOS(=O)(=O)O.C1(CCCCCC1)C1=COC=C1 3-Cycloheptyl-Furan 3,5-Diphenyl-1-(pyrazole-1-ylmethyl)pyrazolelauryl-sulfate